C(C)(C)(C)OC(=O)NC(C(=O)OC)CC1=C(C=CC(=C1)OC)OC methyl 2-((tert-butoxycarbonyl)amino)-3-(2,5-dimethoxyphenyl)-propanoate